CN(CCN(C=1C(=CC(=C(C1)OC(C)C)NC1=NC=CC(=N1)N1CC(C2=NC(=CC=C21)C)(C)C)N)C)C N1-(2-(dimethylamino)ethyl)-5-isopropoxy-N1-methyl-N4-(4-(3,3,5-trimethyl-2,3-dihydro-1H-pyrrolo[3,2-b]pyridin-1-yl)pyrimidin-2-yl)benzene-1,2,4-triamine